C(C#C)(=O)OCCOC(C#C)=O Ethylene dipropiolate